BrC=1C=CC=C2C=CC=3N=C(OC3C12)C1=CC=CC=C1 9-bromo-2-phenylnaphtho[2,1-d]oxazole